3-(p-toluenesulfonyloxy)aniline CC1=CC=C(C=C1)S(=O)(=O)OC=1C=C(N)C=CC1